3-chloro-N-(8,9-difluoro-6-oxo-1,4,5,6-tetrahydro-2H-pyrano[3,4-c]isoquinolin-1-yl)-2-(difluoromethyl)-N-methyl-2H-indazole-6-carboxamide ClC=1N(N=C2C=C(C=CC12)C(=O)N(C)C1COCC=2NC(C=3C=C(C(=CC3C21)F)F)=O)C(F)F